CC1=C(C=CC=C1C)N1C[C@@H](N(CC1)C(CN1N=C(C2=C1C[C@@H]1[C@H]2C1)C(=O)N1CCC(CC1)O)=O)C 1-[(2S)-4-(2,3-dimethylphenyl)-2-methylpiperazin-1-yl]-2-[(3bR,4aR)-3-(4-hydroxypiperidine-1-carbonyl)-3b,4,4a,5-tetrahydro-1H-cyclopropa[3,4]cyclopenta[1,2-c]pyrazol-1-yl]ethan-1-one